CCCCCCCCCCCC(=O)CC(=O)N[C@@H]1[C@H]([C@@H]([C@H](O[C@@H]1OP(=O)([O-])[O-])CO[C@H]2[C@@H]([C@H]([C@@H]([C@H](O2)COC)OP(=O)([O-])[O-])OCC[C@@H](CCCCCCC)OC)NC(=O)CCCCCCCCC/C=C\\CCCCCC)O)OCCCCCCCCCC The molecule is an organophosphate oxoanion that is the tetraanion obtained by the deprotonation of all the phosphate OH groups of eritoran. It is a conjugate base of an eritoran.